CCC=C=CCC 3,4-heptadiene